N-(3-((5-bromo-2-((2-ethyl-4-(4-methylpiperazin-1-yl)phenyl)amino)pyrimidin-4-yl)amino)propyl)-N-methyloxetane-3-carboxamide BrC=1C(=NC(=NC1)NC1=C(C=C(C=C1)N1CCN(CC1)C)CC)NCCCN(C(=O)C1COC1)C